butyl 1-(2-(2,6-dioxopiperidin-3-yl)-1,3-dioxoisoindolin-5-yl)piperidine-4-carboxylate O=C1NC(CCC1N1C(C2=CC=C(C=C2C1=O)N1CCC(CC1)C(=O)OCCCC)=O)=O